benzo[d]oxazol-7-yl-boric acid O1C=NC2=C1C(=CC=C2)OB(O)O